COC1=NN(C=C1NC1=NC=C(C(=N1)C1=CNC2=C(C=CC=C12)NC(=O)[C@H]1N(CCC1)S(=O)(=O)C)C)C (S)-N-(3-(2-((3-methoxy-1-methyl-1H-pyrazol-4-yl)amino)-5-methylpyrimidin-4-yl)-1H-indol-7-yl)-1-(methylsulfonyl)pyrrolidine-2-carboxamide